CC1=C(C=C(O[C@@H](C)[C@H]2N(CC2)C(=O)OC(C)(C)C)C=C1)C(NC1(CC1)C1=C2C=CC=NC2=CC(=C1)OS(=O)(=O)C(F)(F)F)=O tert-Butyl (s)-2-((s)-1-(4-methyl-3-((1-(7-(((trifluoromethyl)sulfonyl)oxy) quinolin-5-yl)cyclopropyl)carbamoyl)phenoxy)ethyl)azetidine-1-carboxylate